C1(CC1)N(C(OC(C)(C)C)=O)CC1CN(C1)C1=NC=C(N=C1)C(NC=1C=C(C=2N(C1)C=C(N2)C)C)=O tert-butyl N-cyclopropyl-N-[[1-[5-[(2,8-dimethylimidazo[1,2-a]pyridin-6-yl)carbamoyl]pyrazin-2-yl]azetidin-3-yl]methyl]carbamate